ClC=1C(=NC(=NC1)N[C@H]1CN(CC1)CC1CCN(CC1)CC1CCN(CC1)C=1C=C2C(N(C(C2=CC1)=O)C1C(NC(CC1)=O)=O)=O)C(C)(C)O 5-(4-((4-(((R)-3-((5-chloro-4-(2-hydroxypropan-2-yl)pyrimidin-2-yl)amino)pyrrolidine-1-yl)methyl)piperidin-1-yl)methyl)piperidin-1-yl)-2-(2,6-dioxopiperidin-3-yl)isoindoline-1,3-dione